ClC1=C(C=CC(=C1)Cl)NC1=NC(=CC(=N1)O)C(F)(F)F 2-(2,4-dichlorophenylamino)-6-trifluoromethyl-4-pyrimidinol